C1(CC1)C1=NC=NC(=C1C1=NC=C2N(C(N(C2=N1)CC1=CC=C(C=C1)C=1N=C(OC1C)C(F)(F)F)=N)CC(F)(F)F)OC 2-(4-cyclopropyl-6-methoxy-pyrimidin-5-yl)-9-[[4-[5-methyl-2-(trifluoromethyl)oxazol-4-yl]phenyl]methyl]-7-(2,2,2-trifluoroethyl)purin-8-imine